chloromethyl (trifluoromethyl) sulfide FC(F)(F)SCCl